6-chloro-2-[3-(difluoromethyl)-5-methyl-pyrazol-1-yl]nicotinic acid ClC1=NC(=C(C(=O)O)C=C1)N1N=C(C=C1C)C(F)F